[Na].ClC1=C(C(=CC=C1)Cl)O 2,6-dichlorophenol sodium salt